diallyl phosphate lithium salt [Li+].P(=O)(OCC=C)(OCC=C)[O-]